5-chloro-1-naphthalenealdehyde ClC1=C2C=CC=C(C2=CC=C1)C=O